3α-ethynyl-3β-hydroxyandrostane-17-one oxime C(#C)[C@]1(CC2CC[C@H]3[C@@H]4CCC([C@@]4(C)CC[C@@H]3[C@]2(CC1)C)=NO)O